C(=CCCCCCCC)C=1NC2=CC=CC=C2C(C1)=O 2-non-1-en-1-yl-4(1H)quinolone